COC1=C(C=CC=C1C1=NN(C=N1)C)NC1=NC(N(C=C1)C)NC=1C=NN(C1)C 4-((2-methoxy-3-(1-methyl-1H-1,2,4-triazol-3-yl)phenyl)amino)-N-methyl-2-((1-methyl-1H-pyrazol-4-yl)amino)pyrimidine